2-((4-methoxybenzyl)amino)ethanol COC1=CC=C(CNCCO)C=C1